Cl.Cl.O[C@@H](CN(C[C@@H]([C@H]([C@@H]([C@@H](CO)O)O)O)O)C1CCNCC1)[C@H]([C@@H]([C@@H](CO)O)O)O (2R,3R,4R,5S)-6-{[(2S,3R,4R,5R)-2,3,4,5,6-pentahydroxyhexyl](piperidin-4-yl)amino}hexane-1,2,3,4,5-pentaol dihydrochloride